C[C@H]1O[C@H](CN(C1)C1=CC=CC(=N1)C1=NC2=CC(=NC=C2C=C1)C#N)C 2-(6-((2R,6S)-2,6-dimethylmorpholino)pyridin-2-yl)-1,6-naphthyridine-7-carbonitrile